t-butylhydrazino formate C(=O)ONNC(C)(C)C